((5R,9S)-3-(3-Chlorophenyl)-2-methyl-4,5,6,7,8,9-hexahydro-2H-5,9-epiminocycloocta[c]pyrazol-10-yl)(quinoxalin-6-yl)methanone ClC=1C=C(C=CC1)C1=C2C(=NN1C)[C@@H]1CCC[C@H](C2)N1C(=O)C=1C=C2N=CC=NC2=CC1